4-(5-(3-benzylpyridin-2-yl)-2-(pyridin-4-yl)pyrazolo[1,5-a]pyrimidin-7-yl)morpholine C(C1=CC=CC=C1)C=1C(=NC=CC1)C1=NC=2N(C(=C1)N1CCOCC1)N=C(C2)C2=CC=NC=C2